dodecanemonool C(CCCCCCCCCCC)O